C(C)(=O)C=1C(=NC(=CC1)N1C=NC2=C1C=CC(=C2)NC2=NC(N(C=C2)C)=O)N2N=C(C=C2C)C#N 1-[3-acetyl-6-[5-[(2-keto-1-methyl-pyrimidin-4-yl)amino]benzimidazol-1-yl]-2-pyridyl]-5-methyl-pyrazole-3-carbonitrile